FC1=C(C=CC=C1)C1=C2N=C(C(=NC2=CC=C1)C(=O)N)CC=1SC(=NN1)C1=CC(=C(C=C1)OC(F)(F)F)C (2-Fluorophenyl)-((5-(3-methyl-4-(trifluoromethoxy)phenyl)-1,3,4-thiadiazol-2-yl)methyl)quinoxaline-2-carboxamide